N1(N=CC=C1)C1=C(C=C(C=N1)NC(=O)C=1C=NN(C1C(F)(F)F)C=1C=2C3=C(C(NC3=CC1)=C=O)C=CC2)C(F)(F)F N-(6-(1H-pyrazol-1-yl)-5-(trifluoromethyl)pyridin-3-yl)-1-(2-carbonyl-1,2-dihydrobenzo[cd]Indol-6-yl)-5-(trifluoromethyl)-1H-pyrazole-4-carboxamide